C[C@@]12CC[C@@H]3C4C=CC(O)=CC=4CC[C@H]3[C@@H]2C[C@@H](F)[C@@H]1O Fluoroestradiol